C1=NC=C(C2=CC=CC=C12)N1C(N(C[C@H]1C#N)C1=CC(=NC=C1)OC)=O (S)-3-(isoquinolin-4-yl)-1-(2-methoxypyridin-4-yl)-2-oxoimidazolidine-4-carbonitrile